FC=1C=C(C=CC1OC)C=1N(C2=CC=C(C=C2C1)N[C@H]1CNCC1)C1=CC=C(C#N)C=C1 (R)-4-(2-(3-fluoro-4-methoxyphenyl)-5-(pyrrolidin-3-ylamino)-1H-indol-1-yl)benzonitrile